1-(4-(5-(3-amino-6-(4-(isopropylsulfonyl)phenyl)pyrazin-2-yl)isoxazol-3-yl)-3,5-difluorobenzyl)guanidine dihydrochloride Cl.Cl.NC=1C(=NC(=CN1)C1=CC=C(C=C1)S(=O)(=O)C(C)C)C1=CC(=NO1)C1=C(C=C(CNC(=N)N)C=C1F)F